3-Methyl-N-phenyl-aniline CC=1C=C(NC2=CC=CC=C2)C=CC1